6-chloro-N-(4,4-difluorocyclohexyl)-2-(5-methyl-1H-pyrrol-2-yl)pyrimidine-4-amine ClC1=CC(=NC(=N1)C=1NC(=CC1)C)NC1CCC(CC1)(F)F